8-(((1r,3r,5s)-8-oxabicyclo[3.2.1]oct-3-yl)methyl)-1-ethyl-3-((1s,4s)-4-(trifluoromethyl)cyclohexyl)-1,3,8-triazaspiro[4.5]decane-2,4-dione [C@H]12CC(C[C@H](CC1)O2)CN2CCC1(C(N(C(N1CC)=O)C1CCC(CC1)C(F)(F)F)=O)CC2